[Si](C)(C)(C(C)(C)C)OC1CN(C1)C1=NC=C(C(=N1)N)OC {3-[(tert-butyldimethylsilyl)oxy]azetidin-1-yl}-5-methoxypyrimidin-4-amine